para-nitroaniline [N+](=O)([O-])C1=CC=C(N)C=C1